OC1[C@@H](O)[C@@H](O)[C@@H](O)[C@H](O1)C 6-Deoxy-D-talopyranose